N[C@@H]1CN(CC[C@@H]1F)C1=NC2=C(N1CC=1N=CC(=NC1)C(=O)N)C=CC(=C2)C(F)(F)F 5-((2-((3R,4S)-3-Amino-4-fluoro-1-piperidinyl)-5-(trifluoromethyl)-1H-benzimidazol-1-yl)methyl)-2-pyrazincarboxamid